(1-cinnamylpiperidin-4-yl)methanamine hydrochloride Cl.C(C=CC1=CC=CC=C1)N1CCC(CC1)CN